ClCC(CCOS(=O)(=O)C)OC(C)OCC methanesulfonic acid 4-chloro-3-(1-ethoxyethyl-oxy)-butyl ester